OCC(=O)NC1C(OCCC1)(C(=O)O)OCCOCCOCCOC (2-hydroxyacetamido)-2-(2-(2-(2-methoxyethoxy)ethoxy)ethoxy)tetrahydro-2H-pyran-2-carboxylic acid